C1(=CC=CC=C1)C1(N([C@H]2[C@H](O)[C@H](O)[C@@H](CO)O2)C=2N=C3N(C(C2N1)=O)C=CN3)SCCC3=CC=CC=C3 8-Phenyl-1,N2-etheno-8-(2-phenylethyl)thioguanosine